diisobutyl(hept-6-en-1-yl)aluminum C(C(C)C)[Al](CCCCCC=C)CC(C)C